5-((4-bromophenoxy)methyl)-1,3-dimethyl-1H-pyrazole BrC1=CC=C(OCC2=CC(=NN2C)C)C=C1